methyl-(2E)-but-2-ene CC\C=C\C